NCCC[Si](OC)(OC)OC 3-amino-propyltrimethoxysilane